C12CN(CC2C1)C=1C=CC(=NC1)N1C=C(C=C1C)C(=O)NC1=CC(=CC(=C1)S(=O)(=O)C)Cl 1-(5-(3-azabicyclo[3.1.0]hex-3-yl)pyridin-2-yl)-N-(3-chloro-5-(methylsulfonyl)phenyl)-5-methyl-1H-pyrrole-3-carboxamide